FC1=C(C(=CC(=C1)OC)F)C1C(C(NC1)=O)NC=1OC(=NN1)C1=CC=C(C=C1)OC(F)(F)F 4-(2,6-difluoro-4-methoxyphenyl)-3-({5-[4-(trifluoromethoxy)phenyl]-1,3,4-oxadiazol-2-yl}amino)pyrrolidin-2-one